C12CCCC2N(C1)C=1C=C2C(=CC=NC2=CC1)C(=O)NCC(=O)N1CSC[C@H]1C#N 6-(6-azabicyclo[3.2.0]heptan-6-yl)-N-(2-((R)-4-cyanothiazolidin-3-yl)-2-oxoethyl)-quinoline-4-carboxamide